3-(4-((cyclopropylmethyl)carbamoyl)-3-fluorophenyl)-4-(4-(2-fluoroacrylamido)-2-methylphenyl)-5-methyl-1H-pyrrole-2-carboxamide C1(CC1)CNC(=O)C1=C(C=C(C=C1)C1=C(NC(=C1C1=C(C=C(C=C1)NC(C(=C)F)=O)C)C)C(=O)N)F